tert-butyl (R)-3-chloro-1-((S)-2-methylmorpholino)-12-oxo-6a,7,9,10-tetrahydro-12H-pyrazino[2,1-c]pyrido[3,4-f][1,4]oxazepine-8(6H)-carboxylate ClC1=CC2=C(C(N3[C@@H](CO2)CN(CC3)C(=O)OC(C)(C)C)=O)C(=N1)N1C[C@@H](OCC1)C